FC=1C=C(CN2N=C3N(CCCC3)C2=O)C=CC1C(F)(F)F (5S)-2-[3-Fluoro-4-(trifluoromethyl)benzyl]-3-oxo-2,3,5,6,7,8-hexahydro[1,2,4]triazolo[4,3-a]pyridin